isopropyl-2-(2-(4-methylpiperazin-1-yl)acetamido)-N-(o-tolyl)-1,5,6,7,8,8a-hexahydroimidazo[1,2-a]pyrimidine-3-carboxamide C(C)(C)N1C(=C(N2C1NCCC2)C(=O)NC2=C(C=CC=C2)C)NC(CN2CCN(CC2)C)=O